N-[5-(4-bromophenyl)-2-methyl-1,2,4-triazol-3-yl]-4-(trifluoromethoxy)benzamide BrC1=CC=C(C=C1)C=1N=C(N(N1)C)NC(C1=CC=C(C=C1)OC(F)(F)F)=O